NC1=NC(=C2N(C(N(C2=N1)CC1=CC=C(C=C1)OC)=O)CC1=CC=C(C=C1)C(F)(F)F)OCC1=CC=CC=C1 2-amino-6-(benzyloxy)-9-(4-methoxybenzyl)-7-(4-(trifluoromethyl)benzyl)-7,9-dihydro-8H-purin-8-one